O.[S].[In].[Ag] silver-indium sulfur water